COCC=1C=CC=2C3N(N4C(C2C1)=CC(C(=C4)C(=O)O)=O)C(CC3)(C)C 11-(methoxymethyl)-3,3-dimethyl-8-oxo-2,3,8,13b-tetrahydro-1H-pyrido[2,1-a]pyrrolo[1,2-c]phthalazine-7-carboxylic acid